N-Benzyl-N-hydroxy-2,2-dimethylbutanamid C(C1=CC=CC=C1)N(C(C(CC)(C)C)=O)O